FC1=CC=C(OCCN(CCC(C(=O)O)NC2=C3C(=NC=N2)N(N=C3)C)CCCCC3=NC=2NCCCC2C=C3)C=C1 4-((2-(4-fluorophenoxy)ethyl)(4-(5,6,7,8-tetrahydro-1,8-naphthyridin-2-yl)butyl)amino)-2-((1-methyl-1H-pyrazolo[3,4-d]pyrimidin-4-yl)amino)butanoic acid